2-(trimethylsilyl)ethyl 4-(acetylthio)-1-methylcyclohexanecarboxylate C(C)(=O)SC1CCC(CC1)(C(=O)OCC[Si](C)(C)C)C